bis(3,5-dichloro-4-hydroxyphenyl) sulfone ClC=1C=C(C=C(C1O)Cl)S(=O)(=O)C1=CC(=C(C(=C1)Cl)O)Cl